C(CCCCCCCCCC)C(C(=O)[O-])(C(=O)[O-])CCCCCCCCCCC.[Ca+2] calcium 2,2-diundecylmalonate